(S)-tert-butyl (4-bromo-1-(4-nitrophenyl)-3-oxobutan-2-yl)carbamate BrCC([C@H](CC1=CC=C(C=C1)[N+](=O)[O-])NC(OC(C)(C)C)=O)=O